4-(tert-butoxy)-N-(2,2-dimethoxyethyl)-7-fluoro-2-(methylthio)-5H-pyrrolo[3,2-d]pyrimidine-6-carboxamide C(C)(C)(C)OC=1C2=C(N=C(N1)SC)C(=C(N2)C(=O)NCC(OC)OC)F